CC1=C(C2=C(N1)\C(\CC21CCC1)=C\1/C(NC2=CC=C(C=C12)N1[C@@H](COCC1)C)=O)C(=O)OCC Ethyl (R,Z)-2'-methyl-6'-(5-(3-methylmorpholino)-2-oxoindolin-3-ylidene)-5',6'-dihydro-1'H-spiro[cyclobutane-1,4'-cyclopenta[b]pyrrole]-3'-carboxylate